N-methyl-amine methanesulfonate CS(=O)(=O)O.CN